FC([C@@H]1OCCN(C1)CCC)F (S)-1-((R)-2-(difluoromethyl)morpholino)propane